Cl.OCC1CCN(CC1)C=1C=CC(=NC1)C(=O)O 5-(4-(Hydroxymethyl)piperidin-1-yl)picolinic acid hydrochloride